C(OC1=CC=C(C=C1)[N+](=O)[O-])(ON1C(CCCC1(C)C)(C)C)=O 4-nitrophenyl (2,2,6,6-tetramethylpiperidin-1-yl) carbonate